ClC1=NC(=C(C(=N1)N)N)Cl 2,6-dichloropyrimidine-4,5-diamine